CN1N=CC2=NC=C(C=C21)C=2C=C1C(=C(C=NC1=CC2)C#N)NC(C)C2=CC=CC=C2 6-(1-methyl-1H-pyrazolo[4,3-b]pyridin-6-yl)-4-((1-phenylethyl)amino)quinoline-3-carbonitrile